tert-Butyl 7-(aminomethyl)-7-(pyrimidin-2-yl)-3-azabicyclo[4.1.0]heptane-3-carboxylate NCC1(C2CCN(CC12)C(=O)OC(C)(C)C)C1=NC=CC=N1